(1R,2R)-1,7,7-trimethyl-bicyclo[2.2.1]hept-2-yl acetate C(C)(=O)O[C@H]1[C@@]2(CCC(C1)C2(C)C)C